3-(2-Boronoethyl)-2-hydroxy-6-{[1-(piperidine-2-carbonyl)azetidin-3-yl]oxy}benzoic acid B(O)(O)CCC=1C(=C(C(=O)O)C(=CC1)OC1CN(C1)C(=O)C1NCCCC1)O